thienylcarbon S1C(=CC=C1)[C]